(difluoromethyl)cyclopropane-1-carboxamide FC(F)C1(CC1)C(=O)N